C(#N)CN1N=C(C(=C1)C1=CN=C2N1C=CN=C2NC2=CC(=C(C(=O)NCCCNC(=O)[C@H]1NC[C@@H](C1)O)C=C2)C)C(F)(F)F (2S,4R)-N-[3-[[4-[[3-[1-(cyanomethyl)-3-(trifluoromethyl)pyrazol-4-yl]imidazo[1,2-a]pyrazin-8-yl]amino]-2-methylbenzoyl]amino]propyl]-4-hydroxypyrrolidine-2-carboxamide